(R)-5-((6-(3-(2-ethoxyphenoxy)piperidin-1-yl)pyrazin-2-yl)amino)-3,3-dimethyl-5-oxopentanoic acid C(C)OC1=C(O[C@H]2CN(CCC2)C2=CN=CC(=N2)NC(CC(CC(=O)O)(C)C)=O)C=CC=C1